(7R)-N-(3-chlorophenyl)-9-(1-isopropyl-1,2,3,6-tetrahydropyridin-4-yl)-1-methyl-6,7-dihydro-5H-benzo[c][1,2,3]triazolo[1,5-a]azepin-7-amine ClC=1C=C(C=CC1)N[C@H]1C2=C(C=3N(CC1)N=NC3C)C=CC(=C2)C=2CCN(CC2)C(C)C